C(C)OC(=O)C1(CC(=NO1)C1=C(C=C(C(=C1)C=1C(=NC=C(C1)F)Cl)F)Cl)C 3-[2-chloro-5-(2-chloro-5-fluoro-3-pyridinyl)-4-fluoro-phenyl]-5-methyl-4H-isoxazole-5-carboxylic acid ethyl ester